N1=NC(=CC2=C1C1=C(CCC2)C=CC=C1)N1N=C(N=C1N)NC1=CC(=C(C=C1)N1CCN(CC1)C)F 1-(6,7-dihydro-5H-benzo[6,7]cyclohepta[1,2-c]pyridazin-3-yl)-N3-(3-fluoro-4-(4-methylpiperazin-1-yl)phenyl)-1H-1,2,4-triazole-3,5-diamine